Guanosine 5'-Triphosphate P(O)(=O)(OP(=O)(O)OP(=O)(O)O)OC[C@@H]1[C@H]([C@H]([C@@H](O1)N1C=NC=2C(=O)NC(N)=NC12)O)O